allyl glycolate C(CO)(=O)OCC=C